C[C@H]1OCCCNC1 (R)-2-methyl-1,4-oxaazepan